OC1=CC2=NC3=CC=C(C=C3N=C2C=C1O)S(=O)(=O)O 2,3-dihydroxy-7-sulfophenazine